FC1=C(C(=C2C=CN(C2=C1)S(=O)(=O)C1=CC=C(C)C=C1)SC)OC1=CC(=CC=C1)C1=NN(C(=N1)CC1=CC(=CC=C1)I)C 6-fluoro-5-(3-(5-(3-iodobenzyl)-1-methyl-1H-1,2,4-triazol-3-yl)phenoxy)-4-(methylthio)-1-tosyl-1H-indole